C(C)(C)(C)C=1C=C(C=C(C1O)C(C)(C)C)CCC(=O)OCC [3-(3,5-ditert-butyl-4-hydroxy-phenyl)-propionyl-oxymethyl]methane